4-(2-(5-Chloropyridin-2-yl)benzyl)piperazine-1-carboxylic acid tert-butyl ester C(C)(C)(C)OC(=O)N1CCN(CC1)CC1=C(C=CC=C1)C1=NC=C(C=C1)Cl